aza-fulvene N1=CC=CC1=C